methyl-2-(bromomethyl)-3-nitrobenzoate COC(C1=C(C(=CC=C1)[N+](=O)[O-])CBr)=O